NC=1NC(C=2N=CN(C2N1)CCOCP(OCCOCCCCCCCCCCCCCCCCCCC(F)(F)F)(O)=O)=O 2-((19,19,19-trifluorononadecyl)oxy)ethyl hydrogen ((2-(2-amino-6-oxo-1,6-dihydro-9H-purin-9-yl)ethoxy)methyl)phosphonate